1,4-bis(3-mercaptopropionyloxy)butane SCCC(=O)OCCCCOC(CCS)=O